N-hydroxy-2-((1-(9-methyl-5-morpholino-2-(trifluoromethyl)imidazo[1,2-c]quinazolin-7-yl)ethyl)amino)benzamide ONC(C1=C(C=CC=C1)NC(C)C1=CC(=CC=2C=3N(C(=NC12)N1CCOCC1)C=C(N3)C(F)(F)F)C)=O